ClC1=C(C=C(OCC(=O)N[C@@H]2CN[C@H](CC2)C=2N=C3N(C=CC(=C3)C(F)(F)F)C2)C=C1)F 2-(4-chloro-3-fluoro-phenoxy)-N-[(3S,6R)-6-[7-(trifluoromethyl)imidazo[1,2-a]pyridin-2-yl]-3-piperidyl]acetamide